(2-methyl-4-(6-(4-methylpiperazin-1-yl)pyrrolo[2,1-f][1,2,4]triazin-4-yl)phenyl)methanamine hydrochloride Cl.CC1=C(C=CC(=C1)C1=NC=NN2C1=CC(=C2)N2CCN(CC2)C)CN